tert-butyl 1-(3-chloropyridin-2-yl)-3,3-difluorocyclobutane-1-carboxylate ClC=1C(=NC=CC1)C1(CC(C1)(F)F)C(=O)OC(C)(C)C